O[C@@H](CNC=1C(=NC(=C(N1)C(=O)N[C@@H](C(=O)O)CO)NC[C@@H](CO)O)C(=O)N[C@@H](C(=O)O)CO)CO (2R,2'R)-2,2'-((3,6-bis(((S)-2,3-dihydroxypropyl)amino)pyrazine-2,5-dicarbonyl)bis(azanediyl))bis(3-hydroxypropanoic acid)